Cl.ClC=1C(=NC(=NC1)NC1=C(C=C(C=C1)N1CCN(CC1)C(C)C)OC(F)F)NC1=C(SC=C1)C(=O)N 3-((5-chloro-2-((2-(difluorometh-oxy)-4-(4-isopropylpiperazin-1-yl)phenyl)amino)pyrimidin-4-yl)amino)thiophene-2-carboxamide hydrochloride